ClC=1N=[O+]C2=C(N1)C=CC(=C2)C=2CCN(CC2)C(=O)OC(C)(C)C tert-butyl 4-(3-chloro-1-oxa-1,2,4-benzotriazin-1-ium-7-yl)-3,6-dihydro-2H-pyridine-1-carboxylate